(1S,3S,5R)-5-((allyloxy)methyl)-2-azabicyclo[3.1.0]hexane-2,3-dicarboxylic acid 3-benzyl ester 2-(tert-butyl) ester C(C)(C)(C)OC(=O)N1[C@H]2C[C@]2(C[C@H]1C(=O)OCC1=CC=CC=C1)COCC=C